OCC1=CC=C(S1)B(O)O (5-(hydroxymethyl)thiophen-2-yl)boronic acid